(2,2,6,6-tetramethylpiperidin-4-yl)[1,3]thiazolo[5,4-d][1,3]thiazol-2-amine CC1(NC(CC(C1)C=1SC2=C(N1)SC(=N2)N)(C)C)C